6-[1-(4-oxocyclohexyl)pyrazol-4-yl]-4-(6-spiro[5H-furo[3,4-b]pyridine-7,4'-piperidine]-1'-yl-3-pyridyl)pyrazolo[1,5-a]pyrazine-3-carbonitrile O=C1CCC(CC1)N1N=CC(=C1)C=1N=C(C=2N(C1)N=CC2C#N)C=2C=NC(=CC2)N2CCC1(CC2)OCC=2C1=NC=CC2